(R)-3-(1-((7-methoxy-2-methyl-6-(2-(methylsulfonyl)-2,7-diazaspiro[3.5]nonan-7-yl)quinazolin-4-yl)amino)ethyl)-2-methylbenzonitrile COC1=C(C=C2C(=NC(=NC2=C1)C)N[C@H](C)C=1C(=C(C#N)C=CC1)C)N1CCC2(CN(C2)S(=O)(=O)C)CC1